N1(C=NC=C1)C1=CC=CC(=N1)C(=O)NC1=CC(=NC=C1)OC 6-(1H-imidazol-1-yl)-N-(2-methoxypyridin-4-yl)picolinamide